(1s,4s)-4-(2-(2-Chloro-5-isopropyl-8-oxothieno[2',3':4,5]pyrrolo[1,2-d][1,2,4]triazin-7(8H)-yl)acetamido)cyclohexan ClC1=CC2=C(C=C3N2C(=NN(C3=O)CC(=O)NC3CCCCC3)C(C)C)S1